3-(5H-dibenzo[b,d]thiophenium-5-yl)-4-methoxybenzoate C1=CC=CC=2[S+](C3=C(C21)C=CC=C3)C=3C=C(C(=O)[O-])C=CC3OC